CC1=CN=C(C(=N1)C(=O)O)C1=NC=CC=N1 6-Methyl-3-(pyrimidin-2-yl)pyrazine-2-carboxylic acid